COC=1C=C2N=CC=3N(C(N4CC(OC(=C2C34)C1C=1C=NN(C1)C)C1=NC=CC=C1)=O)C 6-methoxy-2-methyl-7-(1-methyl-1H-pyrazol-4-yl)-9-(pyridine-2-yl)-9,10-dihydro-8-oxa-2,4,10a-triazanaphtho[2,1,8-cde]azulene-1(2H)-one